(7R,8R)-7-((R)-5H-Imidazo[5,1-a]isoindol-5-yl)-5,6,7,8-tetrahydroisochinolin-8-ol C=1N=CN2C1C1=CC=CC=C1[C@H]2[C@H]2CCC=1C=CN=CC1[C@@H]2O